C(C)(C)(CCC)O t-hexyl alcohol